C1(=CC=CC=C1)C1(CC1)NC(=O)C=1C=2C[C@@H]3[C@H](C2N(N1)C1=CC=C(C=C1)F)C3 (1aR,5aR)-2-(4-Fluoro-phenyl)-1a,2,5,5a-tetrahydro-1H-2,3-diaza-cyclopropa[a]pentalene-4-carboxylic acid (1-phenyl-cyclopropyl)-amide